5-amino-N-{2-[3-amino-4-(difluoromethyl)pyrrolidin-1-yl]-5,6,7,8-tetrahydroquinolin-6-yl}-2,4-dimethylthieno[2,3-d]pyrimidine-6-carboxamide NC1=C(SC=2N=C(N=C(C21)C)C)C(=O)NC2CC=1C=CC(=NC1CC2)N2CC(C(C2)C(F)F)N